2-[2-[(2-methyl-1-oxo-2-propene-1-yl)oxy]ethyl]-3-oxobutanoic acid CC(C(=O)OCCC(C(=O)O)C(C)=O)=C